(2-(([2,3-Bipyridin]-5-ylmethyl)amino)ethyl)isoquinoline-5-sulfonamide N1=C(C=CC(=C1)CNCCC1=NC=CC=2C(=CC=CC12)S(=O)(=O)N)C=1C=NC=CC1